CN(CCN1CCN(CC1)C1=C(C=O)C=CC=N1)C 2-(4-(2-(dimethylamino)ethyl)piperazin-1-yl)nicotinaldehyde